2-ISOPROPYL-N,2,3-TRIMETHYLBUTYRAMIDE C(C)(C)C(C(=O)NC)(C(C)C)C